FC(C1=NN=C(O1)C1=CC=C(CN2C(N(C3=C2C=C(C=C3)C=3C=NC=CC3)C3CCN(CC3)C)=O)C=C1)F 3-(4-(5-(difluoromethyl)-1,3,4-oxadiazol-2-yl)benzyl)-1-(1-methylpiperidin-4-yl)-5-(pyridin-3-yl)-1,3-dihydro-2H-benzo[d]imidazol-2-one